C(#N)C=1C(=NC=CC1)SC(C(CC)C(C#N)C#N)CCCCCCC 2-[2-[(3-cyano-2-pyridinyl)sulfanyl]-1-ethyl-nonyl]malononitrile